4-Bromo-5-methoxybenzene-1,2-diamine BrC=1C=C(C(=CC1OC)N)N